P(O[Si](C)(C)C(C)(C)C)([O-])[O-] t-butyldimethylsilyl phosphite